3-fluoro-5-(((2aS,3R)-1,2,3,3,4,4-hexafluoro-2a-hydroxy-2,2a,3,4-tetrahydro-1H-cyclopenta[cd]inden-7-yl)oxy)benzonitrile FC=1C=C(C#N)C=C(C1)OC1=CC=C2C=3[C@](C(C(C13)F)F)(C(C2(F)F)(F)F)O